CO\N=C/C1=CC=CC2=CC=CC=C12 (Z)-1-naphthaldehyde-O-methyloxime